[Mn].[Si].[Cu] copper-silicon-manganese